OC1[C@@H](CN(CC1)C(=O)OC(C)(C)C)C Tert-butyl (3R)-4-hydroxy-3-methylpiperidine-1-carboxylate